ClC1=NC(=NC=C1)OC 4-chloro-2-methoxy-pyrimidine